NC1=C(C=C(C=C1)C=1C=C2C(=NC1)NC=C2C2=CC=C(C(=O)O)C=C2)C(N(C)C)=O 4-(5-(4-amino-3-(dimethylcarbamoyl)phenyl)-1H-pyrrolo[2,3-b]pyridin-3-yl)benzoic acid